C(CC)C1=C(C=CC(=C1)S(=O)(=O)N)C1=CC=CC=C1 propyl-4-biphenyl-sulfonamide